N-[(R)-1-phenylethyl]-4-(1,7-diaza-7-spiro[4.4]nonyl)-5-(3,5-difluorophenyl)nicotinamide C1(=CC=CC=C1)[C@@H](C)NC(C1=CN=CC(=C1N1CC2(CCCN2)CC1)C1=CC(=CC(=C1)F)F)=O